C(\C=C\C1=CC=CC=C1)(=O)OO trans-hydroxy cinnamate